N-[4-(1-Isopropyl-piperidin-3-yl)-phenyl]-4-methyl-3-(4-pyridin-3-yl-pyrimidin-2-ylamino)-benzamide C(C)(C)N1CC(CCC1)C1=CC=C(C=C1)NC(C1=CC(=C(C=C1)C)NC1=NC=CC(=N1)C=1C=NC=CC1)=O